(E)-5,6-dimethyl-1-benzyl-2-styryl-1H-benzimidazole CC1=CC2=C(N(C(=N2)\C=C\C2=CC=CC=C2)CC2=CC=CC=C2)C=C1C